C1OCC12CN(CC2)C(=O)N 2-oxa-6-azaspiro[3.4]octane-6-carboxamide